FC=1C=CC(=C2C(=CNC12)CCN(C(OC(C)(C)C)=O)C)O tert-butyl (2-(7-fluoro-4-hydroxy-1H-indol-3-yl)ethyl)(methyl)carbamate